6-benzyl-1,3-diphenyl-8-methyl-2,4,7-trioxo-1,2,3,4,7,8-hexahydropyrido[2,3-d]pyrimidin-5-yl p-toluenesulfonate CC1=CC=C(C=C1)S(=O)(=O)OC1=C(C(N(C=2N(C(N(C(C21)=O)C2=CC=CC=C2)=O)C2=CC=CC=C2)C)=O)CC2=CC=CC=C2